3-amino-6-(4-(2-(3,5-difluorophenyl)-2-hydroxyacetamido)-2-ethylphenyl)-N-ethylpyrazine-2-carboxamide NC=1C(=NC(=CN1)C1=C(C=C(C=C1)NC(C(O)C1=CC(=CC(=C1)F)F)=O)CC)C(=O)NCC